ClC1=CC(=C(OCC=2C=NC=C(C#N)C2)C=C1OCC=1C(=C(C=CC1)C1=C(C(=CC=C1)C1=CC=C(C=C1)C1CNCC1)C)C)C=O 5-((4-chloro-5-((2,2'-dimethyl-4''-(pyrrolidin-3-yl)-[1,1':3',1''-terphenyl]-3-yl)methoxy)-2-formylphenoxy)methyl)nicotinonitrile